OC=1C=C(CNC2=C3N=CN=C3N(C=N2)[C@H]2[C@H](O)[C@@H](O)[C@H](O)[C@H](O2)CO)C=CC1 6-(3-hydroxybenzylamino)-3-β-D-glucopyranosylpurine